3-piperidinone sulfate S(=O)(=O)(O)O.N1CC(CCC1)=O